C(C)OC(C(CC=1C(=C(C=CC1)C1C=2N(CCN1C(=O)[O-])C(=CN2)C)F)C)=O 8-[3-(3-ethoxy-2-methyl-3-oxo-propyl)-2-fluoro-phenyl]-3-methyl-6,8-dihydro-5H-imidazo[1,2-a]pyrazine-7-carboxylate